7-[(3aS,4R,6R,6aR)-6-[3-(difluoromethoxy)phenyl]-2,2-dimethyl-tetrahydro-3aH-cyclopenta[d][1,3]dioxol-4-yl]-2,4-dichloropyrrolo[2,3-d]pyrimidine FC(OC=1C=C(C=CC1)[C@H]1C[C@H]([C@H]2[C@@H]1OC(O2)(C)C)N2C=CC1=C2N=C(N=C1Cl)Cl)F